BrC1=C(N=C2N(C1=O)C=CC=C2C2=CC=C(C=C2)C(=O)N2CCCCC2)C(F)(F)F 3-bromo-9-(4-(piperidin-1-ylcarbonyl)phenyl)-2-(trifluoromethyl)-4H-pyrido[1,2-a]pyrimidin-4-one